4-benzhydryl-N-ethylamino-6-methyl-7-oxo-6,7-dihydro-1H-pyrrolo[2,3-c]pyridine-2-carboxamide C(C1=CC=CC=C1)(C1=CC=CC=C1)C=1C2=C(C(N(C1)C)=O)NC(=C2)C(=O)NNCC